O1C(C=CC=C1)(Cl)Cl pyrylidene chloride